racemic-7-benzyl-3-({4-hydroxy-1-[3-phenylpiperidine-4-carbonyl]Piperidin-4-yl}methyl)-3H,4H,7H-pyrrolo[2,3-d]Pyrimidin-4-one C(C1=CC=CC=C1)N1C=CC2=C1N=CN(C2=O)CC2(CCN(CC2)C(=O)C2C(CNCC2)C2=CC=CC=C2)O